CNC1=NNC=N1 N-methyl-1H-1,2,4-triazol-3-amine